BrC=1C(NC(NC1)=O)=O 5-bromo-uracil